BrCCCCCCCCCC(=O)NCCCCCCCC(=O)OCC(CCCCCCCC)CCCCCC 2-hexyldecyl 8-(10-bromodecanamido)octanoate